ClC=1N=C(N=C2N3CCCOC[C@H]3COCC12)SC (11S)-6-chloro-4-methylsulfanyl-9,13-dioxa-1,3,5-triazatricyclo[9.5.0.02,7]hexadeca-2,4,6-triene